C=CC[C@@H](C(=O)O)N (S)-(-)-2-amino-4-pentenoic acid